3-(Dimethylamino)-5-[(1,3-dioxoisoindolin-2-yl)methyl]-4-oxo-piperidine-1-carboxylic acid tert-butyl ester C(C)(C)(C)OC(=O)N1CC(C(C(C1)CN1C(C2=CC=CC=C2C1=O)=O)=O)N(C)C